FC=1C=C2CCC(NC2=CC1)C1=CC=C(C=C1)S(=O)(=O)N 4-(6-fluoro-1,2,3,4-tetrahydroquinolin-2-yl)benzenesulfonamide